2-[[(1R)-1-(3,6-Dimethyl-4-oxo-2-phenyl-chromen-8-yl)ethyl]amino]-6-fluoro-N-methylsulfonyl-benzamide CC1=C(OC2=C(C=C(C=C2C1=O)C)[C@@H](C)NC1=C(C(=O)NS(=O)(=O)C)C(=CC=C1)F)C1=CC=CC=C1